1-(4-(5-(3-((8-chloro-[1,2,4]triazolo[4,3-a]quinazolin-5-yl)(methyl)amino)phenyl)pyridin-2-yl)piperazin-1-yl)-2-hydroxyethan-1-one ClC1=CC=C2C(=NC=3N(C2=C1)C=NN3)N(C=3C=C(C=CC3)C=3C=CC(=NC3)N3CCN(CC3)C(CO)=O)C